C(C(O)C)(=O)[O-].N[C@@H](CCCCN)C(=O)O.[Na+] sodium L-lysine lactate